4,4-bis(((Z)-oct-3-en-1-yl)oxy)butanoic acid 7-bromoheptyl ester BrCCCCCCCOC(CCC(OCC\C=C/CCCC)OCC\C=C/CCCC)=O